tert-butyl (4-(1-((tert-butoxycarbonyl)amino)-5-azaspiro[2.4]heptan-5-yl)-3-chloro-5,6-difluoro-9H-pyrido[2,3-b]indol-8-yl)(methyl)carbamate C(C)(C)(C)OC(=O)NC1CC12CN(CC2)C2=C(C=NC=1NC3=C(C=C(C(=C3C12)F)F)N(C(OC(C)(C)C)=O)C)Cl